C(#N)C1=CC(=C(COC2=CC=CC(=N2)C2=CC(=C(CC3=NC4=C(N3C3C(OCC3)(C)C)C=C(C=C4)C(=O)O)C=C2F)F)C=C1)F 2-(4-(6-((4-cyano-2-fluorobenzyl)oxy)pyridin-2-yl)-2,5-difluorobenzyl)-1-(2,2-dimethyltetrahydrofuran-3-yl)-1H-benzo[d]imidazole-6-carboxylic acid